C(C)OC1=NC=C(C(=C1)C1=CC(=NN1)C(=O)N1C2(CC2)C[C@@H](CC1)C(=O)NC1CCC(CC1)(C(F)(F)F)OC)F (7R)-4-[5-(2-ethoxy-5-fluoropyridin-4-yl)-1H-pyrazole-3-carbonyl]-N-[(1R,4R)-4-methoxy-4-(trifluoromethyl)cyclohexyl]-4-azaspiro[2.5]octane-7-carboxamide